ClC=1C(=C(C=CC1)CNC(CN[C@H]1[C@@H](CCC1)O)=O)F N-(3-chloro-2-fluorophenylmethyl)-2-(((1R,2R)-2-hydroxycyclopentyl)amino)acetamide